N1C=CC2=CC(=CC=C12)C1C(N(C(C12CCN(CC2)C([C@@H](C(C)C)NC(C2=C(C=CC(=C2)C(F)(F)F)F)=O)=O)=O)C)=O N-((2R)-1-(4-(1H-indol-5-yl)-2-methyl-1,3-dioxo-2,8-diazaspiro[4.5]decan-8-yl)-3-methyl-1-oxobutan-2-yl)-2-fluoro-5-(trifluoromethyl)benzamide